CN(C(=O)C=1C=CC(=NC1)C=1C=NC=C(C1)C1=CC=NC=C1)C N,N-dimethyl-[2,3':5',4''-terpyridinyl]-5-carboxamide